N-(2-(2,2-dimethylpyrrolidin-1-yl)ethyl)-6-methyl-5-((1-methyl-6-(pyridin-4-ylamino)-1H-pyrazolo[3,4-d]pyrimidin-3-yl)amino)nicotinamide CC1(N(CCC1)CCNC(C1=CN=C(C(=C1)NC1=NN(C2=NC(=NC=C21)NC2=CC=NC=C2)C)C)=O)C